(2S,3S,4R)-3-ethyl-4-fluoro-5-oxopyrrolidin C(C)[C@H]1CNC([C@@H]1F)=O